(9H-fluoren-9-yl)methyl (13-amino-2-oxo-5,8,11-trioxa-3-azatridecyl)carbamate NCCOCCOCCOCNC(CNC(OCC1C2=CC=CC=C2C=2C=CC=CC12)=O)=O